2-bromo-6-(2,2-difluorocyclopropyl)pyridine BrC1=NC(=CC=C1)C1C(C1)(F)F